ethyl (R)-2,2-difluoro-5-oxotetrahydro-1H-pyrrolizin-7a(5H)-carboxylate FC1(C[C@]2(CCC(N2C1)=O)C(=O)OCC)F